CS(=O)(=O)O[C@@H]1COCC1 (3S)-tetrahydrofurane-3-yl methanesulfonate